6-chloro-8-(4-(difluoromethoxy)phenyl)-2-(methylthio)pyrido[2,3-d]pyrimidin-7(8H)-one ClC1=CC2=C(N=C(N=C2)SC)N(C1=O)C1=CC=C(C=C1)OC(F)F